5-methylpyrazolo[1,5-a]pyrimidin-3-amine CC1=NC=2N(C=C1)N=CC2N